FC1=CC=C(C=C1)NC1C2=C(C=3N(CC1)N=NC3C)C=CC(=C2)C2=CCN(CC2)C(=O)OC(C)(C)C tert-butyl 4-(7-((4-fluorophenyl)amino)-1-methyl-6,7-dihydro-5H-benzo[c][1,2,3]triazolo[1,5-a]azepin-9-yl)-5,6-dihydropyridine-1(2H)-carboxylate